(1S,9S)-7-chloro-2-(2-hydroxyacetyl)-1-methyl-2,3,9,10-tetrahydro-1H-furo[3,2-f]pyrrolo[3,4-c]quinoline-9-carboxamide ClC=1C2=C(C=3C4=C(C=NC3C1)CN([C@H]4C)C(CO)=O)C[C@H](O2)C(=O)N